COP(OC)(N)=S (S)-dimethylphosphoramidothioate